BrC=1N(C(=C(N1)Br)[N+](=O)[O-])C 2,4-dibromo-1-methyl-5-nitro-1H-imidazole